F[C@@H]1CN(CC[C@@H]1NC1=NN2C(C(=N1)OC)=C(C=C2)C=2C=CC1=C(N(N=N1)[C@H](CF)C)C2)C(CO)=O 1-((3R,4S)-3-fluoro-4-((5-(1-((S)-1-fluoropropan-2-yl)-1H-benzo[d][1,2,3]triazol-6-yl)-4-methoxypyrrolo[2,1-f][1,2,4]triazin-2-yl)amino)piperidin-1-yl)-2-hydroxyethan-1-one